C1(=CC=CC=C1)NC(O)=O.N1=NN=CC=C1 triazine phenyl-carbamate